5-(4-((2S,5S)-5-(4-chlorobenzyl)-2-methylmorpholino)piperidin-1-yl)-4H-1,2,4-triazol-3-amine hydrate O.ClC1=CC=C(C[C@@H]2N(C[C@@H](OC2)C)C2CCN(CC2)C=2NC(=NN2)N)C=C1